ClCCN(CCCCCCCC\C=C/C\C=C/CCCCC)CCCCCCCC\C=C/C\C=C/CCCCC (9Z,12Z)-N-(2-chloroethyl)-N-((9Z,12Z)-octadeca-9,12-dien-1-yl)octadeca-9,12-dien-1-amine